N1=C(C=CC=2CCCNC12)CCCC(=O)O 4-(5,6,7,8-tetrahydro-1,8-naphthyridin-2-yl)butanoic acid